3-(2-amino-[1,2,4]triazolo[1,5-a]pyridin-7-yl)-N-(3-(4-chlorophenyl)-3-oxopropyl)-2-fluoro-6-methylbenzamide NC1=NN2C(C=C(C=C2)C=2C(=C(C(=O)NCCC(=O)C3=CC=C(C=C3)Cl)C(=CC2)C)F)=N1